C(C)(C)(C)OC(=O)N1CCC2(OC3(CC3)C(N(C2)CCC)=O)CC1.CC1=C(C(C(=O)N)=C(C=C1C(F)(F)F)[2H])[2H] 3-methyl-4-(trifluoromethyl)benzamide-2,6-d2 tert-Butyl-13-oxo-12-propyl-4-oxa-8,12-diazadispiro[2.1.5.3]tridecane-8-carboxylate